C1(CC1)C1=NC=NC(=C1C1=NC=C(C(=N1)OCC1=CC(=C(C=C1)C=1N(C=C(N1)C(F)(F)F)C)F)C(C)(C)O)OC 2-[2-(4-cyclopropyl-6-methoxy-pyrimidin-5-yl)-4-[[3-fluoro-4-[1-methyl-4-(trifluoromethyl)imidazol-2-yl]phenyl]methoxy]pyrimidin-5-yl]propan-2-ol